3-bromo-N-(1-cyanocyclopropyl)-8-(4-isobutyrylpiperazin-1-yl)-N-(4-methoxybenzyl)imidazo[1,2-a]pyridine-6-sulfonamide BrC1=CN=C2N1C=C(C=C2N2CCN(CC2)C(C(C)C)=O)S(=O)(=O)N(CC2=CC=C(C=C2)OC)C2(CC2)C#N